ClC=1N=NC(=C(C1CCCN[C@H]1CN(C[C@@H](C1)F)C)C)Cl (3R,5R)-N-(3-(3,6-dichloro-5-methylpyridazin-4-yl)propyl)-5-fluoro-1-methylpiperidin-3-amine